C(C1=CC=CC=C1)OC=1C(=C(C=C(C1OCC1=CC=CC=C1)OCC1=CC=CC=C1)CO)F (3,4,5-tris(benzyloxy)-2-fluorophenyl)methanol